5-(4-((5-cyanopyridin-3-yl)methoxy)phenyl)-2-oxo-6-(trifluoromethyl)-1,2-dihydropyridine-3-carboxamide C(#N)C=1C=C(C=NC1)COC1=CC=C(C=C1)C=1C=C(C(NC1C(F)(F)F)=O)C(=O)N